BrC=1C=NN(C1)C(C(C)(C)F)F 4-bromo-1-(1,2-difluoro-2-methylpropyl)-1H-pyrazole